5-chloro-3-((diethylamino)methyl)-7-nitroquinoline ClC1=C2C=C(C=NC2=CC(=C1)[N+](=O)[O-])CN(CC)CC